(E)-3-(1-(2-bromo-5-(trifluoromethyl)phenyl)-3,3,3-trifluoroprop-1-en-2-yl)-2,5-bis(trifluoromethyl)benzofuran BrC1=C(C=C(C=C1)C(F)(F)F)\C=C(\C(F)(F)F)/C1=C(OC2=C1C=C(C=C2)C(F)(F)F)C(F)(F)F